C(CCCCCCCCC)N(CCCCCCCCCC)CC(=O)OCCCCCCC 1-heptanol N,N-didecylaminoacetate